ethyl-7-bromo-4-tert-butyl-6-chloropyrrolo[1,2-b]pyridazine C(C)C=1C=C(C=2N(N1)C(=C(C2)Cl)Br)C(C)(C)C